COS(=O)(=O)[O-].C(CCCCCC(C)C)[N+](C)(CCCCCCC(C)C)CCCCCCC(C)C triisononylmethylammonium methylsulfate